tert-butyl 1-{[(Z)-(1-{2-[(tert-butoxycarbonyl)amino]-1,3-thiazol-4-yl}-2-[(2,5-dioxopyrrolidin-1-yl)oxy]-2-oxoethylidene)amino]oxy}cyclopropane-1-carboxylate C(C)(C)(C)OC(=O)NC=1SC=C(N1)/C(/C(=O)ON1C(CCC1=O)=O)=N/OC1(CC1)C(=O)OC(C)(C)C